Racemic-4-bromo-5-methyl-5,6,7,8-tetrahydro-1H-benzo[f]indazole BrC1=C2C=NNC2=CC2=C1[C@@H](CCC2)C |r|